tetrahydrofuran Acrylate C(C=C)(=O)O.O1CCCC1